O=C1N(C(C=C1)=O)CCNC(=O)O 2-(2,5-dioxo-2,5-dihydro-1H-pyrrol-1-yl)ethylaminoFormic acid